O[C@@H]1C[C@H](N(C1)C([C@H](C(C)(C)C)N1N=NC(=C1)CSC1=C(C=CC=C1)OC)=O)C(=O)NC (2S,4R)-4-hydroxy-1-[(2S)-2-[4-[(2-methoxyphenyl)sulfanylmethyl]triazol-1-yl]-3,3-dimethyl-butanoyl]-N-methyl-pyrrolidine-2-carboxamide